FC(C1=CC=C(C=C1)C1=CNC2=NC=C(C=C21)C2=CC=C(CN1CC(CCC1)O)C=C2)(F)F 1-(4-(3-(4-(trifluoromethyl)phenyl)-1H-pyrrolo[2,3-b]pyridin-5-yl)benzyl)piperidin-3-ol